C12CN(CC(CC1)N2)C2=NC(=NC=1CC(CCC21)C2=CC=CC1=CC=CC(=C21)C#C[Si](C(C)C)(C(C)C)C(C)C)OCCC2(CC2)CN(C)C 1-(1-(((4-(3,8-diazabicyclo[3.2.1]octan-3-yl)-7-(8-((triisopropylsilyl)ethynyl)naphthalen-1-yl)-5,6,7,8-tetrahydroquinazolin-2-yl)oxy)ethyl)cyclopropyl)-N,N-dimethylmethanamine